2,2'-((((((2-acetylnaphtho[2,3-b]furan-4,9-diyl)bis(oxy))bis(carbonyl))bis-(azanediyl))bis(ethane-2,1-diyl))bis(azanediyl))diacetic Acid monosulfate Salt monohydrate O.S(=O)(=O)(O)O.C(C)(=O)C1=CC2=C(O1)C(=C1C=CC=CC1=C2OC(=O)NCCNCC(=O)O)OC(=O)NCCNCC(=O)O